C1=C(C=C(C(=C1F)F)F)[N+](=O)[O-] 3,4,5-trifluoro-nitrobenzene